O1[C@@H](CC=C1)CN (S)-(2,3-dihydrofuran-2-yl)methanamine